ethyl 7-bromo-6-chloro-3-(3-((5,6,7,8-tetrahydronaphthalen-1-yl)oxy)propyl)-1H-indole-2-carboxylate BrC=1C(=CC=C2C(=C(NC12)C(=O)OCC)CCCOC1=CC=CC=2CCCCC12)Cl